N(C1=CC=CC=C1)C1=C(C(=NC(=N1)S(=O)(=O)C)N1CCC(CC1)(C(=O)N)C)[N+](=O)[O-] 1-(6-anilino-2-methylsulfonyl-5-nitro-pyrimidin-4-yl)-4-methyl-piperidine-4-carboxamide